(4-bromophenyl)(pyrrolidin-1-yl)methanone BrC1=CC=C(C=C1)C(=O)N1CCCC1